6H,7H-pyrrolo[1,2-a]imidazole N1=C2N(C=C1)CCC2